iron sulfate S(=O)(=O)([O-])[O-].[Fe+2]